bis[6-(3,5-dimethylphenyl)-1H-indolyl]chlorophosphine CC=1C=C(C=C(C1)C)C1=CC=C2C=CN(C2=C1)P(Cl)N1C=CC2=CC=C(C=C12)C1=CC(=CC(=C1)C)C